3-hydroxyindane OC1CCC2=CC=CC=C12